1-(3,5-Dimethoxyphenyl)-4-butyrylpiperazine-2,5-dione COC=1C=C(C=C(C1)OC)N1C(CN(C(C1)=O)C(CCC)=O)=O